[2-(2-hydroxyethoxy)ethyl]-2-(2,4,6-trichlorophenylamino)-benzenesulfonamide OCCOCCC=1C(=C(C=CC1)S(=O)(=O)N)NC1=C(C=C(C=C1Cl)Cl)Cl